C=1N=C(N2C1C=CC=C2)C2CC=NN2C(=O)C21CC(C2)(C1)CN1N=CC2=CC(=CC=C12)C#N 1-((3-(5-(imidazo[1,5-a]-pyridin-3-yl)-4,5-dihydro-1H-pyrazole-1-carbonyl)bicyclo[1.1.1]pentan-1-yl)methyl)-1H-indazole-5-carbonitrile